Cl.CNC1CCC(CC1)=O 4-(methylamino)cyclohexan-1-one hydrochloride